CN1CCC(CC1)NCC1=CC(=C(C=C1)OCC1=NC=CC(=C1C)OCC(F)(F)F)OC N-(1-methylpiperidin-4-yl)-3-methoxy-4-{[3-methyl-4-(2,2,2-trifluoroethoxy)pyridin-2-yl]methoxy}benzylamine